oxaspiro[5.5]undecan-9-ol O1CCCCC12CCC(CC2)O